4-(3-((R)-3-((5-Chloro-4-(1H-indol-3-yl)pyrimidin-2-yl)amino)pyrrolidin-1-yl)piperidine-1-yl)-2-(2,6-dioxopiperidin-3-yl)isoindoline-1,3-dione ClC=1C(=NC(=NC1)N[C@H]1CN(CC1)C1CN(CCC1)C1=C2C(N(C(C2=CC=C1)=O)C1C(NC(CC1)=O)=O)=O)C1=CNC2=CC=CC=C12